(S)-2-((7-(2-(2-methylazetidin-1-yl)-6,7-dihydro-5H-cyclopenta[d]pyrimidin-4-yl)-3,4-dihydroisoquinolin-2(1H)-yl)sulfonyl)ethan-1-ol C[C@@H]1N(CC1)C=1N=C(C2=C(N1)CCC2)C2=CC=C1CCN(CC1=C2)S(=O)(=O)CCO